boranephosphonate BP([O-])(=O)[O-]